4-((1R,2S)-2-((cyclopropylmethyl)amino)cyclopropyl)-5-methyl-N-(1-methyl-1H-pyrazol-4-yl)thiophene-2-carboxamide C1(CC1)CN[C@@H]1[C@H](C1)C=1C=C(SC1C)C(=O)NC=1C=NN(C1)C